C1CC[C@H]2CN3CCC4=C([C@@H]3C[C@@H]2C1)NC5=CC=CC=C45 yohimban